C(C)NS(=O)(=O)C(C(C(C(C(C(C(C(F)(F)F)(F)F)(F)F)(F)F)(F)F)(F)F)(F)F)(F)F N-ethylperfluorooctanesulfonamide